FC1=C(C(=C(C=C1F)F)F)[Ti](C1C=CC=C1)C1C=CC=C1 2,3,5,6-tetrafluorophenyl-bis(cyclopentadienyl)titanium